ClC=1C=CC=2N(C(N=C(C2N1)N1[C@@H](C[C@@H]([C@@H](C1)CC)OC1=NC=C(C=C1)OC(C)C)C)=O)C 6-chloro-4-((2R,4S,5R)-5-ethyl-4-((5-isopropoxypyridin-2-yl)oxy)-2-methylpiperidin-1-yl)-1-methylpyrido[3,2-d]pyrimidin-2(1H)-one